N-(2-methanesulfonylphenyl)pyridine-3-carboxamide CS(=O)(=O)C1=C(C=CC=C1)NC(=O)C=1C=NC=CC1